oxane-2-carboxylic acid methyl ester COC(=O)C1OCCCC1